ClC1=C(C#N)C=CC(=C1)CN1C(N(C=2N=C(N(C2C1=O)C)N[C@@H]1C[C@H](CC1)O)C)=O |r| (±)-2-chloro-4-((8-((trans)-3-hydroxycyclopentylamino)-3,7-dimethyl-2,6-dioxo-2,3,6,7-tetrahydro-1H-purin-1-yl)methyl)benzonitrile